ClC=1C(=NC2=CC=C(C=C2C1)C1=CC(=CC=C1)CN(C)C)N1CCN(CC1)C(=O)OC(C)(C)C tert-butyl 4-[3-chloro-6-[3-[(dimethylamino)methyl]phenyl]-2-quinolyl]piperazine-1-carboxylate